2-(6,7,8,9-tetrahydropyrrolo[3',2':5,6]pyrido[3,2-b]azepin-5(1H)-yl)benzamide N1C=CC2=CC=3N(CCCCC3N=C21)C2=C(C(=O)N)C=CC=C2